2-{3-[3-(tert-butylamino)pyrrolidin-1-yl]-1,2,4-triazin-6-yl}-3-methoxy-5-(1H-pyrazol-4-yl)phenol bistrifluoroacetate FC(C(=O)O)(F)F.FC(C(=O)O)(F)F.C(C)(C)(C)NC1CN(CC1)C=1N=NC(=CN1)C1=C(C=C(C=C1OC)C=1C=NNC1)O